C1C2=C3C(N=CC2=CC=C1)=C1C=CC=CC1=C3 1H-indeno[1,2-c]isoquinoline